2,2-diethyloxyacetophenone C(C)OC(C(=O)C1=CC=CC=C1)OCC